BrC1=C2C=CC=NC2=CC(=C1)O 5-Bromoquinolin-7-ol